2-ethylbutyl ((((2R,3S,4R,5S)-5-(4-aminopyrrolo[2,1-f][1,2,4]triazin-7-yl)-2-azido-3,4-dihydroxytetrahydrofuran-2-yl)methoxy)(phenoxy)phosphoryl)-D-alaninate NC1=NC=NN2C1=CC=C2[C@H]2[C@@H]([C@@H]([C@@](O2)(N=[N+]=[N-])COP(=O)(OC2=CC=CC=C2)N[C@H](C)C(=O)OCC(CC)CC)O)O